6-(methylsulfinyl)-1-oxo-1,3-dihydrospiro[indene-2,4'-piperidine] CS(=O)C1=CC=C2CC3(CCNCC3)C(C2=C1)=O